N-[(3S)-2-Oxo-5-Phenyl-1,3-Dihydro-1,4-Benzodiazepin-3-yl]-2-Phenyl-5,6,7,8-Tetrahydropyrazolo[5,1-b][1,3]Oxazepine-3-Carboxamide O=C1NC2=C(C(=N[C@@H]1NC(=O)C=1C(=NN3C1OCCCC3)C3=CC=CC=C3)C3=CC=CC=C3)C=CC=C2